ClC1=C(C(=C(C=C1OC)OC)Cl)C=1N=C(C2=C(N1)C=NC(=C2)N[C@@H]2COCC[C@@H]2NC(C=C)=O)NCCOC N-((3S,4S)-3-((2-(2,6-dichloro-3,5-dimethoxyphenyl)-4-((2-methoxyethyl)amino)pyrido[3,4-d]pyrimidin-6-yl)amino)tetrahydro-2H-pyran-4-yl)acrylamide